4-(2-chloro-3-((3R,9aS)-3-(5-chloro-2-oxo-1,2-dihydropyridin-3-yl)octahydropyrazino[2,1-c][1,4]oxazine-8-carbonyl)-5-fluorophenyl)-1H-pyrrole-2-carbonitrile ClC1=C(C=C(C=C1C(=O)N1C[C@H]2CO[C@@H](CN2CC1)C=1C(NC=C(C1)Cl)=O)F)C=1C=C(NC1)C#N